Rac-(4S)-5-amino-4-[4-[[6-(1-cyclopropylpyrazol-4-yl)-1-methyl-2-oxo-3,4-dihydro-quinolin-7-yl]amino]-1,3-dioxo-isoindol-2-yl]-5-oxo-pentanoic acid tert-butyl ester C(C)(C)(C)OC(CC[C@@H](C(=O)N)N1C(C2=CC=CC(=C2C1=O)NC1=C(C=C2CCC(N(C2=C1)C)=O)C=1C=NN(C1)C1CC1)=O)=O |r|